N1CNC(C1)O 4-imidazolidinyl alcohol